C(C)(C)(C)OC(=O)N1CCN(CC1)C(=C)C=1N2C=C(C=C2C=C(C1C)C(=O)O)C1=CC=NN1C 5-(1-(4-(tert-butoxycarbonyl)piperazin-1-yl)vinyl)-6-methyl-2-(1-methyl-1H-pyrazol-5-yl)indolizine-7-carboxylic acid